2-[6-amino-5-[8-[2-[3-(8-oxa-4-azaspiro[2.6]nonan-4-yl)prop-1-ynyl]-4-pyridyl]-3,8-diazabicyclo[3.2.1]octan-3-yl]pyridazin-3-yl]phenol NC1=C(C=C(N=N1)C1=C(C=CC=C1)O)N1CC2CCC(C1)N2C2=CC(=NC=C2)C#CCN2C1(CC1)COCCC2